4-ethoxy-N-(7-fluoro-2-methyl-2H-indazol-5-yl)-2-(4,7-diazaspiro[2.5]octan-7-yl)pyrimidine-5-carboxamide formate C(=O)O.C(C)OC1=NC(=NC=C1C(=O)NC1=CC2=CN(N=C2C(=C1)F)C)N1CCNC2(CC2)C1